2-bromo-5-(((1-methoxycyclopropyl)methyl)amino)-4-nitropyridine 1-oxide BrC1=[N+](C=C(C(=C1)[N+](=O)[O-])NCC1(CC1)OC)[O-]